lauroyl-L-arginine C(CCCCCCCCCCC)(=O)N[C@@H](CCCNC(N)=N)C(=O)O